C(CCCCCCC\C=C/C\C=C/CCCCC)(=O)OCC(COC(=O)OCCCN(CC)CC)COC(C=C(CCCCCCCCC)CCCCCCCCC)=O 3-(((3-(diethylamino)propoxy)carbonyl)oxy)-2-(((3-nonyldodec-2-enoyl)oxy)methyl)propyl (9Z,12Z)-octadeca-9,12-dienoate